tert-butyl (4-(1-bromo-3-isopropylimidazo[1,5-a]pyrazin-5-yl)cyclohex-3-en-1-yl)(methyl)carbamate BrC=1N=C(N2C1C=NC=C2C2=CCC(CC2)N(C(OC(C)(C)C)=O)C)C(C)C